C(=O)(OC(C)(C)C)N[C@@H](CC1=CC=C(C=C1)I)C(=O)O Boc-4-iodophenylalanine